2-(6-chloro-1-((R)-2-methylazetidin-1-yl)-2,7-naphthyridin-4-yl)propyl 4-methylbenzenesulfonate CC1=CC=C(C=C1)S(=O)(=O)OCC(C)C1=CN=C(C2=CN=C(C=C12)Cl)N1[C@@H](CC1)C